FC1=CC=C(OC(C(=O)N(C2=CC=C(C=C2)C2=CC=C(C=C2)COC)CCO)(C)C)C=C1 2-(4-fluorophenoxy)-N-(2-hydroxyethyl)-N-(4'-(methoxymethyl)-[1,1'-biphenyl]-4-yl)-2-methylpropanamide